(5-amino-7-bromo-2-methyl-3-vinyl-27Z-indazol-6-yl)(2-chloro-5-fluorophenyl)methanone NC1=CC2=C(N(N=C2C(=C1C(=O)C1=C(C=CC(=C1)F)Cl)Br)C)C=C